4-[[3-isopropyl-1-(4-methyl-benzenesulfonyl)indol-5-yl]methyl]-3,5-dimethylaniline C(C)(C)C1=CN(C2=CC=C(C=C12)CC1=C(C=C(N)C=C1C)C)S(=O)(=O)C1=CC=C(C=C1)C